BrC=1C=C(C2=CC(=CC=C2C1)OC)CCNC(C)=O N-(2-(3-bromo-7-methoxynaphthalen-1-yl)ethyl)acetamide